C12NCC(C1)(C2)CNC2=NC=CC(=N2)NC2=NNC(=C2)C2CC2 N2-((2-Azabicyclo[2.1.1]hexan-4-yl)methyl)-N4-(5-cyclopropyl-1H-pyrazol-3-yl)pyrimidine-2,4-diamine